2-(3-nitrobenzyl)thiazole-5-carbaldehyde [N+](=O)([O-])C=1C=C(CC=2SC(=CN2)C=O)C=CC1